sodium disodium salt phosphate P(=O)([O-])([O-])[O-].[Na+].[Na+].[Na+]